O=C1C2(CCN(C2)C(=O)C2=CC3=C(N=C(S3)NC(OC(C)(C)C)=O)C=C2)CCC(N1)=O tert-butyl (6-(6,8-dioxo-2,7-diazaspiro[4.5]decane-2-carbonyl)benzo[d]thiazol-2-yl)carbamate